C1(CCC1)C1=C(C=CC(=C1)C(=O)O)C(=O)O cyclobutyl-1,4-benzenedicarboxylic acid